CC1=C(C=CC(=N1)C(=O)O)C1=CC=C(C=C1)NC([C@@H]1N(CCC1)C(NC1=CC(=C(C=C1)C(F)(F)F)C)=O)=O 6-methyl-5-{4-[(1-{[3-methyl-4-(trifluoromethyl)phenyl]carbamoyl}-D-prolyl)amino]phenyl}pyridine-2-carboxylic acid